5-chloro-2-({[(1,3-oxazol-4-yl)methyl]amino}methyl)-7,8-dihydro-6H-spiro[[1,3]oxazolo[5,4-f]quinazoline-9,1'-cyclohexan]-7-one ClC=1C=C2C(=C3C1NC(NC31CCCCC1)=O)OC(=N2)CNCC=2N=COC2